C(C)(C)(C)OC(=O)N1CC(CCCC1)C(NC1=NN(C2=CC=C(C=C12)C1=C(C=CC(=C1)C#N)Cl)C(C1=CC=CC=C1)(C1=CC=CC=C1)C1=CC=CC=C1)=O 3-{[5-(2-Chloro-5-cyanophenyl)-1-trityl-1H-indazol-3-yl]carbamoyl}azepane-1-carboxylic acid tert-butyl ester